O1COC2=C1C=CC(=C2)C2N(CCC2)CC2=CC=C(C=C2)C=2C=NN(C2)C 4-(4-((2-(benzo[d][1,3]dioxol-5-yl)pyrrolidin-1-yl)methyl)phenyl)-1-methyl-1H-pyrazole